3-Glycidyloxypropyl-triethoxysilane C(C1CO1)OCCC[Si](OCC)(OCC)OCC